methyl 3-({[6-(5-chloro-2-fluorophenyl)-4-({2-[3-(4-methylpiperazin-1-yl)propanamido]pyridin-4-yl}amino)pyridazin-3-yl]oxy}methyl)bicyclo[1.1.1]pentane-1-carboxylate ClC=1C=CC(=C(C1)C1=CC(=C(N=N1)OCC12CC(C1)(C2)C(=O)OC)NC2=CC(=NC=C2)NC(CCN2CCN(CC2)C)=O)F